NC1=C2N=C(N(C2=NC(=N1)F)CCC(=O)NC(C)C)CC=1C=C2C(CCC2=CC1I)F 3-(6-amino-2-fluoro-8-((3-fluoro-6-iodo-2,3-dihydro-1H-inden-5-yl)methyl)-9H-purin-9-yl)-N-isopropylpropanamide